OC(CC1=CC=C(C=C1)F)C1=C2N=CN(C2=NC=N1)CC1=CC=CC=C1 6-(alpha-hydroxy-beta-(p-fluorophenyl)ethyl)-9-benzylpurine